(Z)-3-(2-methoxybenzylidene)-1-methyl-5-(2-methylquinazolin-4-ylamino)indolin-2-one diisoundecyl-phthalate C(CCCCCCCC(C)C)OC(C=1C(C(=O)OCCCCCCCCC(C)C)=CC=CC1)=O.COC1=C(\C=C\2/C(N(C3=CC=C(C=C23)NC2=NC(=NC3=CC=CC=C23)C)C)=O)C=CC=C1